C(C)(C)(C)OC(=O)N(N1C=C(C(C=2C=C(C=NC12)B(O)O)=O)C(=O)OCC)C1CCOCC1 (8-((tert-Butoxycarbonyl)(tetrahydro-2H-pyran-4-yl)amino)-6-(ethoxycarbonyl)-5-oxo-5,8-dihydro-1,8-naphthyridin-3-yl)boronic acid